1-(tert-butyl) 2-methyl (2S)-4-amino-3-(3-(4,4,5,5-tetramethyl-1,3,2-dioxaborolan-2-yl)propyl)pyrrolidine-1,2-dicarboxylate NC1C([C@H](N(C1)C(=O)OC(C)(C)C)C(=O)OC)CCCB1OC(C(O1)(C)C)(C)C